tert-butyl (2R,4S)-4-(4-fluorobenzyl)pyrrolidine-2-carboxylate FC1=CC=C(C[C@H]2C[C@@H](NC2)C(=O)OC(C)(C)C)C=C1